bis(3,5-bis(trifluoromethyl)phenyl)-isopropoxyborane FC(C=1C=C(C=C(C1)C(F)(F)F)B(OC(C)C)C1=CC(=CC(=C1)C(F)(F)F)C(F)(F)F)(F)F